C(N)(=N)C=1C=C(SC1)[C@@H](C)NC(=O)[C@H]1N(C[C@@H](C1)S(=O)(=O)C)C(CNC(=O)C1=CC2=C(OC3=C2C=CC=C3)C=C1)=O (2S,4R)-N-((R)-1-(4-carbamimidoylthiophen-2-yl)ethyl)-1-((dibenzo[b,d]furan-2-carbonyl)glycyl)-4-(methylsulfonyl)pyrrolidine-2-carboxamide